CC1=C(C=CC=C1C)C1=C(C=C2C(=N1)C(=NN2)I)OC 5-(2,3-dimethylphenyl)-3-iodo-6-methoxy-1H-pyrazolo[4,3-b]pyridine